ClC=1C=C(C#N)C=C(C1)OC1=C(N=CN(C1=O)CC1=NN(C(C(=C1)C1=NC=C(C=C1)F)=O)CC1=CC=C(C=C1)OC)C(F)(F)F 3-chloro-5-((1-((5-(5-fluoropyridin-2-yl)-1-(4-methoxybenzyl)-6-oxo-1,6-dihydropyridazin-3-yl)methyl)-6-oxo-4-(trifluoromethyl)-1,6-dihydropyrimidin-5-yl)oxy)benzonitrile